3-Methyl-8-(6-methylpyridin-3-yl)-1-(4-(methylsulfonyl)phenyl)-1,3-dihydro-2H-imidazo[4,5-c]quinolin-2-imine CN1C(N(C2=C1C=NC=1C=CC(=CC21)C=2C=NC(=CC2)C)C2=CC=C(C=C2)S(=O)(=O)C)=N